(S)-6-(tert-butyl)-2-chloro-3-(3-methoxypropoxy)-10-oxo-5,10-dihydro-6H-pyrido[1,2-H][1,7]Naphthyridine-9-carboxylic acid ethyl ester C(C)OC(=O)C=1C(C=C2N([C@@H](CC=3C=C(C(=NC23)Cl)OCCCOC)C(C)(C)C)C1)=O